C(C)(=O)C=1C(N(N=CC1Cl)COCC1=CC=CC=C1)=O 4-acetyl-2-((benzyloxy)methyl)-5-chloropyridazin-3(2H)-one